N-[2-[2-(4-ethoxyanilino)-2-oxoethyl]sulfanyl-1,3-benzothiazol-6-yl]-2-methylbenzamide C(C)OC1=CC=C(NC(CSC=2SC3=C(N2)C=CC(=C3)NC(C3=C(C=CC=C3)C)=O)=O)C=C1